OC1(CCCC1)C1=CC=CC=N1 6-(1-hydroxy-1-cyclopentyl)pyridine